COC=1C=C(CS(=O)(=O)C2=CC(=C(C=C2)N2CCNCC2)[N+](=O)[O-])C=CC1 1-{4-[(3-methoxybenzyl)sulfonyl]-2-nitrophenyl}piperazine